N-(1H-indazol-6-yl)benzamide N1N=CC2=CC=C(C=C12)NC(C1=CC=CC=C1)=O